5-chloro-2,3,3-trimethylindole ClC=1C=C2C(C(=NC2=CC1)C)(C)C